C1(CCCC1)C1=C(C=NC=2N1N=CC2)NC(=O)NC=2C=C(C(=NC2)C=2N=NN(C2)C(C(=O)O)CCCCC)C {4-[5-({[(7-cyclopentylpyrazolo[1,5-a]pyrimidin-6-yl)amino]carbonyl}amino)-3-methylpyridin-2-yl]-1H-1,2,3-triazol-1-yl}heptanoic acid